(2r,3s,4s)-2-(hydroxymethyl)oxolane-3,4-diol OC[C@H]1OC[C@@H]([C@@H]1O)O